2-(4-chlorophenyl)propionitrile ClC1=CC=C(C=C1)C(C#N)C